NC[C@@H](F)C=1C=NC(=NC1)C1=C(C=C(C#N)C=C1)OC1=CC(=NC(=C1)N1CCOCC1)C 4-[5-[(1S)-2-amino-1-fluoroethyl]pyrimidin-2-yl]-3-(2-methyl-6-morpholin-4-ylpyridin-4-yl)oxybenzonitrile